2-hexadecyl isostearate C(CCCCCCCCCCCCCCC(C)C)(=O)OC(C)CCCCCCCCCCCCCC